((1S,6R,7R)-3-(3-([1,2,4]triazolo[1,5-a]pyridin-6-yl)-1H-pyrazolo[3,4-b]pyrazin-6-yl)-7-(2-fluorophenyl)-3-azabicyclo[4.1.0]heptan-7-yl)methanamine N=1C=NN2C1C=CC(=C2)C2=NNC1=NC(=CN=C12)N1C[C@@H]2[C@]([C@@H]2CC1)(C1=C(C=CC=C1)F)CN